Cl.BrC1=C(C(=C(C=C1)N1[C@H](CNCC1)C)F)F (S)-1-(4-bromo-2,3-difluorophenyl)-2-methylpiperazine hydrochloride